3-{[(5-Fluoropyridin-2-yl)oxy]methyl}-2-{[5-methyl-2-(1,3-thiazol-2-yl)phenyl]carbonyl}-2-azabicyclo[3.1.1]heptan FC=1C=CC(=NC1)OCC1N(C2CC(C1)C2)C(=O)C2=C(C=CC(=C2)C)C=2SC=CN2